CC1=C(C=C(C=C1)C=1NC(=CN1)C1=CC=CC=C1)S(=O)(=O)N1CCOCC1 ((2-methyl-5-(5-phenyl-1H-imidazol-2-yl)phenyl)sulfonyl)morpholine